C1(=CC=CC=C1)C1=C2C=CC=CC2=C(C2=CC=CC=C12)C1=NC=CC2=C1C1=CC=CC=C1C21C2=CC=CC=C2C2=CC3=C(C4=C(S3)C=CC=C4)C=C21 (10-phenylanthracen-9-yl)spiro[benzo[b]fluoreno[2,3-d]thiophen-11,5'-indeno[1,2-c]pyridine]